F[B-](F)(F)F.COC1=CC=C(C=C1)C1OC(=CC(=C1)C1=CC=C(C=C1)OC)C1=CC=C(C=C1)OC 2,4,6-tris(p-methoxyphenyl)pyran tetrafluoroborate